C1(CCCCC1)CCCC1=NOC(=N1)CCC(=O)NO (3-cyclohexylpropyl)-N-hydroxy-1,2,4-oxadiazole-5-propanamide